5-Hydrazino-N-(cyanomethyl)pyrazine-2-carboxamide N(N)C=1N=CC(=NC1)C(=O)NCC#N